(S)-N-((R)-1-(4-bromophenyl)-3-hydroxypropyl)-6-(tert-butyl)-5,6,7,8-tetrahydrothieno[2,3-b]quinoline-2-carboxamide BrC1=CC=C(C=C1)[C@@H](CCO)NC(=O)C1=CC=2C(=NC=3CC[C@@H](CC3C2)C(C)(C)C)S1